1-(6-(3,7,7-trimethyl-4-(1,5,6-trimethyl-1H-indazol-7-yl)-7,8-dihydro-5H-pyrano[4,3-b]pyridin-2-yl)-2,6-diazaspiro[3.4]octan-2-yl)-2-propen-1-one CC=1C(=C2C(=NC1N1CC3(CN(C3)C(C=C)=O)CC1)CC(OC2)(C)C)C=2C(=C(C=C1C=NN(C21)C)C)C